C(C)(=O)[O-].C(CCCC)[P+](CCCCC)(CCCCC)CCCCC tetrapentyl-phosphonium acetate